7-[3-(piperazin-1-yl)propoxy]-4-(2,4-dichloro-5-methoxyanilino)-6-methoxyquinoline-3-carbonitrile N1(CCNCC1)CCCOC1=C(C=C2C(=C(C=NC2=C1)C#N)NC1=C(C=C(C(=C1)OC)Cl)Cl)OC